O[C@@H](C)C=1N(C=CN1)[C@H](CO)\C=C\C1=CC=C(C=C1)C1=CC=C(C=C1)OC1CN(C1)CCO (S,E)-2-(2-((S)-1-hydroxyethyl)-1H-imidazol-1-yl)-4-(4'-((1-(2-hydroxyethyl)azetidin-3-yl)oxy)-[1,1'-biphenyl]-4-yl)but-3-en-1-ol